C(C)N1C(CC2=CC=CC=C12)=O ethyl-oxindole